8-fluoro-2,3-dimethyl-6-(1,1-dimethylethyl)-4-(methylcarbonyl)oxyquinoline FC=1C=C(C=C2C(=C(C(=NC12)C)C)OC(=O)C)C(C)(C)C